3-Benzyl 2-tert-butyl (1S,3S,4S)-5-oxo-2-azabicyclo[2.2.1]heptane-2,3-dicarboxylate O=C1[C@@H]2[C@H](N([C@H](C1)C2)C(=O)OC(C)(C)C)C(=O)OCC2=CC=CC=C2